4-hydroxy-4-(((methoxycarbonyl)amino)methyl)piperidine-1-carboxylic acid tert-butyl ester C(C)(C)(C)OC(=O)N1CCC(CC1)(CNC(=O)OC)O